FC1=C(C#N)C=C(C(=C1C(C)C)N=C=O)C(C)C 2-fluoro-4-isocyanato-3,5-bis(propan-2-yl)benzonitrile